CN(C)CCCN1CN(CN(C1)CCCN(C)C)CCCN(C)C 1,3,5-Tris(dimethylaminopropyl)hexahydro-s-triazine